6-chloro-1-methyl-2-oxo-4-(5-(trifluoromethoxy)-1,3-dihydrospiro[indene-2,4'-piperidin]-1'-yl)-1,2-dihydro-1,5-naphthyridine-3-carbonitrile ClC=1N=C2C(=C(C(N(C2=CC1)C)=O)C#N)N1CCC2(CC1)CC1=CC=C(C=C1C2)OC(F)(F)F